S-benzyl S'-propyltrithiocarbonate C(CC)[SH-]C(SCC1=CC=CC=C1)=S